(R)-5-chloro-N2-(2-methoxy-4-((4-morpholinopiperidin-1-yl)sulfonyl)phenyl)-N4-(tetrahydrofuran-3-yl)-7H-pyrrolo[2,3-d]pyrimidine-2,4-diamine ClC1=CNC=2N=C(N=C(C21)N[C@H]2COCC2)NC2=C(C=C(C=C2)S(=O)(=O)N2CCC(CC2)N2CCOCC2)OC